2-(2-(4-(5-methyl-1H-indol-3-yl)piperidin-1-yl)ethyl)isoindoline-1,3-dione CC=1C=C2C(=CNC2=CC1)C1CCN(CC1)CCN1C(C2=CC=CC=C2C1=O)=O